4-(3-methyl-4-((5-methylthiophen-2-yl)methylene)-5-oxo-4,5-dihydro-1H-pyrazol-1-yl)benzenesulfonamide CC1=NN(C(C1=CC=1SC(=CC1)C)=O)C1=CC=C(C=C1)S(=O)(=O)N